N-(1,3-benzodioxol-4-ylmethyl)-1-[2-(4-methyl-1-piperidinyl)-4-pyridinyl]methanamine O1COC2=C1C=CC=C2CNCC2=CC(=NC=C2)N2CCC(CC2)C